ClC=1C(=C2C(=NC1C)ON=C2NC(=O)NC2=C(C=CC=C2)OC)C 1-(5-Chloro-4,6-dimethylisoxazolo[5,4-b]pyridin-3-yl)-3-(2-methoxyphenyl)urea